5-(5,5-difluoro-4-hydroxy-3-(thiazol-5-yl)-4,5,6,7-tetrahydro-1H-indol-1-yl)-2-fluorobenzonitrile FC1(C(C=2C(=CN(C2CC1)C=1C=CC(=C(C#N)C1)F)C1=CN=CS1)O)F